C(C)N(C=1N=C2N(C(C1C=O)=O)C=C(C=C2)C)CC 2-DIETHYLAMINO-7-METHYL-4-OXO-4H-PYRIDO[1,2-A]PYRIMIDINE-3-CARBALDEHYDE